(o-methylphenyl)n-butyl-tellurium CC1=C(C=CC=C1)CCCC[Te]